The molecule is a 2-acyl-1-alkyl-sn-glycero-3-phosphocholine in which the alkyl and the acyl groups at positions 1 and 2 are specified as hexadecyl and glutaryl respectively. It derives from a glutaric acid. It is a conjugate acid of a 1-hexadecyl-2-glutaryl-sn-glycero-3-phosphocholine(1-). CCCCCCCCCCCCCCCCOC[C@H](COP(=O)([O-])OCC[N+](C)(C)C)OC(=O)CCCC(=O)O